3-(3-Chloro-5-(methyl(tetrahydro-2H-pyran-4-yl)amino)-1H-indazol-1-yl)-2,6-difluoro-5-(trifluoromethyl)phenol ClC1=NN(C2=CC=C(C=C12)N(C1CCOCC1)C)C=1C(=C(C(=C(C1)C(F)(F)F)F)O)F